N1CCC(CC1)C#CC1=CC=C2C(=N1)NC=C2C2=CC=NC=C2 6-(piperidin-4-ylethynyl)-3-(pyridin-4-yl)-1H-pyrrolo[2,3-b]pyridine